C12(OCC(C1)C2)CN2N=CC(=C2)C2=NC1=C(C(=CC=C1N=C2)OC=2C=CC1=C(NC(=N1)C)C2)Cl 2-(1-((1s,4s)-2-oxabicyclo[2.1.1]hexan-1-ylmethyl)-1H-pyrazol-4-yl)-8-chloro-7-((2-methyl-1H-benzo[d]imidazol-6-yl)oxy)quinoxaline